FC(C1(CCC1)NC(=O)C=1C=2C[C@H]3[C@@H](C2N(N1)C1=NC=CN=C1)C3)(F)F (1aS,5aS)-2-Pyrazin-2-yl-1a,2,5,5a-tetrahydro-1H-2,3-diaza-cyclopropa[a]pentalene-4-carboxylic acid (1-trifluoromethyl-cyclobutyl)-amide